FC=1C=C(C=NC1)CNNC(=O)OC(C)(C)C tert-Butyl 2-((5-fluoropyridin-3-yl)methyl)hydrazinecarboxylate